2,3-dimethylazetidin CC1NCC1C